CS(=NC(=O)C=1C(=NC2=CC(=CC=C2C1)F)COC1=CC=C(C=C1)C1=NN(C=C1C1=CC=NC=C1)C)(=O)C N-[Dimethyl(oxo)-λ6-sulfanylidene]-7-fluoro-2-[[4-[1-methyl-4-(4-pyridyl)pyrazol-3-yl]phenoxy]methyl]quinoline-3-carboxamide